3-((5-chloro-2-oxo-3-(4-(pyrrolidine-1-carbonyl)phenyl)-2,3-dihydro-1H-benzo[d]imidazol-1-yl)methyl)benzoic acid methyl ester COC(C1=CC(=CC=C1)CN1C(N(C2=C1C=CC(=C2)Cl)C2=CC=C(C=C2)C(=O)N2CCCC2)=O)=O